N1(N=NC=C1)C[C@@H]1C[C@H](CN1C#N)NC(C1=NC=CC(=C1)C1=CC(=CC=C1)OC(F)(F)F)=O N-((3R,5S)-5-((1H-1,2,3-Triazol-1-yl)methyl)-1-cyanopyrrolidin-3-yl)-4-(3-(trifluoromethoxy)-phenyl)picolinamide